5-[(1S,2S)-2-[6-(2,4-dimethoxypyrimidin-5-yl)imidazo[1,2-b]pyridazin-8-yl]cyclopropyl]-2-fluoro-benzonitrile COC1=NC=C(C(=N1)OC)C=1C=C(C=2N(N1)C=CN2)[C@@H]2[C@H](C2)C=2C=CC(=C(C#N)C2)F